ClC=1C=C(C=CC1OC(\C=C\C1=CC=CC=C1)=O)C1NC(NC(=C1C(=O)OCC)C)=O (E)-ethyl 4-(3-chloro-4-(cinnamoyloxy)phenyl)-6-methyl-2-oxo-1,2,3,4-tetrahydropyrimidine-5-carboxylate